(M)-7-(5-cyclopropyl-2-fluoro-phenyl)-4-[(2S,5R)-2,5-dimethyl-4-prop-2-enoyl-piperazin-1-yl]-6-fluoro-1-(2-isopropyl-4-methyl-3-pyridyl)pyrido[2,3-d]pyrimidin-2-one C1(CC1)C=1C=CC(=C(C1)C=1C(=CC2=C(N(C(N=C2N2[C@H](CN([C@@H](C2)C)C(C=C)=O)C)=O)C=2C(=NC=CC2C)C(C)C)N1)F)F